pyridin-4-olate sodium [Na+].N1=CC=C(C=C1)[O-]